Br[SiH](C(CCN1C(NCC1)=O)CC)CO 1-[3-(bromohydroxymethylsilyl)pentyl]-2-imidazolidinone